CCCCCCCCCCCCCCCCCCCCCC[C@H]([C@@H](CCCCCCCCCCCCCCCCCC1CC1CCCCCCCCCCC2CC2CCCCCCCCCCCCCCCCCC)O)C(=O)O The molecule is a C76 mycolic acid having a C52 meromycolic chain with two cis cyclopropyl functions and a saturated C24 alpha-branch. It is produced by Mycobacterium tuberculosis H37Ra. It has a role as a bacterial metabolite. It is a mycolic acid and a hydroxy fatty acid. It is a conjugate acid of a (2R)-2-[(1R)-1-hydroxy-18-{2-[10-(2-octadecylcyclopropyl)decyl]cyclopropyl}octadecyl]tetracosanoate.